BrC=1C=C(C(=NC1)N1CC(C1)N(C)C)NS(=O)(=O)C1CC1 N-(5-Bromo-2-(3-(dimethylamino)azetidin-1-yl)pyridin-3-yl)cyclopropanesulfonamide